3,6-diglycidyl-D-fructose C(C1CO1)[C@](C(CO)=O)(O)[C@H](O)[C@H](O)C(O)CC1CO1